4-butyl-5-methyl-3,4-dihydro-2H-1,4-oxazine C(CCC)N1CCOC=C1C